1-(1-(3'-cyano-5'-methoxy-[1,1'-biphenyl]-4-yl-ethyl)-1H-indazole-7-carboxamido)spiro[3.3]heptane-2-carboxylic acid C(#N)C=1C=C(C=C(C1)OC)C1=CC=C(C=C1)CCN1N=CC2=CC=CC(=C12)C(=O)NC1C(CC12CCC2)C(=O)O